N-[(1S,2R)-2-(4-cyclopropylphenyl)-1-methyl-2-[[6-[[(3S)-1-[(3R)-5-oxotetrahydrofuran-3-carbonyl]-3-piperidyl]carbamoyl]-3-pyridyl]oxy]ethyl]thiazole-4-carboxamide C1(CC1)C1=CC=C(C=C1)[C@H]([C@H](C)NC(=O)C=1N=CSC1)OC=1C=NC(=CC1)C(N[C@@H]1CN(CCC1)C(=O)[C@H]1COC(C1)=O)=O